3-(cyclohex-1-en-1-yl)-7-methoxy-6-(4-methoxyphenyl)-2-phenyl-N-(1-((2-(trimethylsilyl)ethoxy)methyl)-1H-pyrazol-3-yl)pyrazolo[1,5-a]pyrimidin-5-amine C1(=CCCCC1)C=1C(=NN2C1N=C(C(=C2OC)C2=CC=C(C=C2)OC)NC2=NN(C=C2)COCC[Si](C)(C)C)C2=CC=CC=C2